N12C=3C=C(N=NC3NC[C@H]2CNCC1)C1=C(C=CC=C1)O 2-[(10R)-1,5,6,8,12-pentazatricyclo[8.4.0.02,7]tetradeca-2(7),3,5-trien-4-yl]phenol